(1R,2S,5S)-3-((S)-3-fluoro-3-methyl-2-(2,2,2-trifluoroacetamido)butanoyl)-6,6-dimethyl-N-((S)-1-oxo-3-((S)-2-oxopiperidin-3-yl)propan-2-yl)-3-azabicyclo[3.1.0]hexane-2-carboxamide FC([C@H](C(=O)N1[C@@H]([C@H]2C([C@H]2C1)(C)C)C(=O)N[C@H](C=O)C[C@H]1C(NCCC1)=O)NC(C(F)(F)F)=O)(C)C